6-bromo-3-methyl-1-(oxetan-2-yl)indazole BrC1=CC=C2C(=NN(C2=C1)C1OCC1)C